2-[3-(1-hydroxyethyl)-6-[5-[(6-methylpyridazin-3-yl)amino]benzimidazol-1-yl]-2-pyridyl]-5-methyl-pyrazole-3-carbonitrile OC(C)C=1C(=NC(=CC1)N1C=NC2=C1C=CC(=C2)NC=2N=NC(=CC2)C)N2N=C(C=C2C#N)C